8-(2-morpholino-6-nitrothiazolo[4,5-b]pyridin-5-yl)-8-azabicyclo[3.2.1]octan-3-ol O1CCN(CC1)C=1SC=2C(=NC(=C(C2)[N+](=O)[O-])N2C3CC(CC2CC3)O)N1